1-[[4-[(2,4-difluorophenoxy)methyl]-1-(2-trimethylsilylethoxymethyl)benzimidazol-2-yl]methyl]-3-nitro-pyridin-2-one FC1=C(OCC2=CC=CC=3N(C(=NC32)CN3C(C(=CC=C3)[N+](=O)[O-])=O)COCC[Si](C)(C)C)C=CC(=C1)F